NCC1=CC(=NC=C1)C(C(=O)N)C1=CC(=C(C=C1)Cl)Cl (4-(Aminomethyl)pyridin-2-yl)-2-(3,4-dichlorophenyl)acetamide